1-(Benzylsulfanyl)-4-nitrobenzene C(C1=CC=CC=C1)SC1=CC=C(C=C1)[N+](=O)[O-]